COC1=CC=C(CN2N=C(C=3C(=NC=CC32)NC3CCOCC3)N(CCO)C)C=C1 2-((1-(4-methoxybenzyl)-4-((tetrahydro-2H-pyran-4-yl)amino)-1H-pyrazolo[4,3-c]pyridin-3-yl)(methyl)amino)ethanol